3-(4-Morpholinophenyl)-4,6-dihydropyrrolo[3,4-c]pyrazole-5(1H)-carbonitrile O1CCN(CC1)C1=CC=C(C=C1)C=1C2=C(NN1)CN(C2)C#N